BrC=1N=C2C(=C(C(N(C2=CC1)C)=O)C#N)N1CCN(CC1)CC1=C(C=CC(=C1)OC(F)(F)F)O 6-bromo-4-(4-{[2-hydroxy-5-(trifluoromethoxy)phenyl]methyl}piperazin-1-yl)-1-methyl-2-oxo-1,2-dihydro-1,5-naphthyridine-3-carbonitrile